COC(=O)C1=CC=NC2=CC=C(C=C12)[C@@H](C)O |r| rac-(R)-6-(1-hydroxyethyl)quinoline-4-carboxylic acid methyl ester